FC1=CC(=CC2=C1N=C(S2)NC(=O)C2CN(CCCC2)C(=O)OC(C)(C)C)F tert-butyl 3-((4,6-difluorobenzo[d]thiazol-2-yl)carbamoyl)azepane-1-carboxylate